(S)-3-((6-(5-cyano-6-methoxy-3-pyridinyl)-4-quinazolinyl)amino)pyrrolidine-1-carboxylic acid tert-butyl ester C(C)(C)(C)OC(=O)N1C[C@H](CC1)NC1=NC=NC2=CC=C(C=C12)C=1C=NC(=C(C1)C#N)OC